FC1=C(C#N)C=C(C=C1C)N1N=C2C([C@@H](NCC2)C)=C1N1C(N(C=C1)C=1C(=C2C=NN(C2=CC1)C([2H])([2H])[2H])F)=O (S)-2-fluoro-5-(3-(3-(4-fluoro-1-(methyl-d3)-1H-indazol-5-yl)-2-oxo-2,3-dihydro-1H-imidazol-1-yl)-4-methyl-4,5,6,7-tetrahydro-2H-pyrazolo[4,3-c]pyridin-2-yl)-3-methylbenzonitrile